(1R,8R,9R,10R,11S,12S,13R,Z)-9-(((R)-tert-butylsulfinyl)amino)-8-methyl-14-oxa-2-thiabicyclo[8.3.1]tetradec-6-ene-11,12,13-triyl triacetate C(C)(=O)O[C@H]1[C@H]2[C@@H]([C@@H](\C=C/CCCS[C@H]([C@@H]([C@H]1OC(C)=O)OC(C)=O)O2)C)N[S@](=O)C(C)(C)C